((1-((4-chlorophenyl)sulfonyl)-5-(4-fluorophenyl)-1H-pyrrol-3-yl)methyl)methane-d3-amine ClC1=CC=C(C=C1)S(=O)(=O)N1C=C(C=C1C1=CC=C(C=C1)F)CNC([2H])([2H])[2H]